C1(=CC=CC=C1)C(CCC1=CC=CC=C1)C1=CC=CC=C1 1,1,3-triphenylpropane